C(#N)/C(/C(=O)NC(C)C(C)C)=C\C=1SC=C(C1)C1=CC=CC2=CC=CC=C12 (E)-2-cyano-N-(3-methylbutan-2-yl)-3-(4-(naphthalen-1-yl)thiophen-2-yl)acrylamide